Cl.Cl.NCCOCCNC(C1=C(C=C(C=C1F)NC=1C=2N(C=CN1)C(=CN2)C2=C(C(=C(C=C2)OC)F)F)Br)=O N-(2-(2-amino-ethoxy)ethyl)-2-bromo-4-((3-(2,3-difluoro-4-methoxyphenyl)imidazo[1,2-a]pyrazin-8-yl)amino)-6-fluorobenzamide dihydrochloride